8-bromo-6-fluoro-quinolin-2-ol BrC=1C=C(C=C2C=CC(=NC12)O)F